4'-hydroxy-3',7-dimethoxyflavanol OC1=C(C=C(C2OC3=CC(=CC=C3CC2O)OC)C=C1)OC